2-(2-hydroxy-4-(trifluoromethyl)phenyl)-4H-benzo[e][1,3]oxazine OC1=C(C=CC(=C1)C(F)(F)F)C=1OC2=C(CN1)C=CC=C2